NC1=C(C=2C(=NC=C(C2S1)F)C=1C2=C(C=3C=NC(=NC3C1F)N1C[C@@H]([C@H](C1)NC(C([2H])([2H])[2H])C([2H])([2H])[2H])F)COC2)C#N 2-Amino-7-fluoro-4-(5-fluoro-3-((3S,4S)-3-fluoro-4-((propan-2-yl-1,1,1,3,3,3-d6)amino)pyrrolidin-1-yl)-7,9-dihydrofuro[3,4-f]quinazolin-6-yl)thieno[3,2-c]pyridine-3-carbonitrile